CC1C(CCCC1)N1C[C@H](C=CC1)O (S)-1-(2-methylcyclohexyl)-1,2,3,6-tetrahydropyridin-3-ol